2-bromo-9,10-anthracenedione BrC1=CC=2C(C3=CC=CC=C3C(C2C=C1)=O)=O